9-{3-fluoro-bicyclo[1.1.1]pent-1-yl}nonanal FC12CC(C1)(C2)CCCCCCCCC=O